IC1=NSC(=N1)NC(C1=C(C=CC=C1)C(F)(F)F)=O N-(3-iodo-1,2,4-thiadiazol-5-yl)-2-(trifluoromethyl)benzamide